(2-methyloxazol-4-yl)(4-(5-phenyl-4,5-dihydro-1H-pyrazole-1-carbonyl)piperidin-1-yl)methanone CC=1OC=C(N1)C(=O)N1CCC(CC1)C(=O)N1N=CCC1C1=CC=CC=C1